(cis)-benzenesulfonate C1(=CC=CC=C1)S(=O)(=O)[O-]